methyl 2-((6-chloro-5-(4'-((3-((2-hydroxyethoxy)methyl)azetidin-1-yl)methyl)-[1,1'-biphenyl]-4-yl)-1H-benzo[d]imidazol-2-yl)thio)acetate ClC=1C(=CC2=C(NC(=N2)SCC(=O)OC)C1)C1=CC=C(C=C1)C1=CC=C(C=C1)CN1CC(C1)COCCO